C[C@@H](/C=C\\C/C=C\\C[C@@H](/C=C/C=C\\C/C=C\\C/C=C\\CCC(=O)O)O)O The molecule is a dihydroxydocosahexaenoic acid that is (4Z,7Z,10Z,12E,16Z,19Z)-docosahexaenoic acid in which the two hydroxy substituents are located at the 14S- and 21S-positions. It has a role as a human xenobiotic metabolite. It is a dihydroxydocosahexaenoic acid and a secondary allylic alcohol. It is a conjugate acid of a (4Z,7Z,10Z,12E,14S,16Z,19Z,21S)-dihydroxydocosahexaenoate. It is an enantiomer of a (4Z,7Z,10Z,12E,14R,16Z,19Z,21R)-dihydroxydocosahexaenoic acid.